N-(5-cyclopropyl-1H-pyrazol-3-yl)-2-[4-(methylaminomethyl)-2-azabicyclo[2.1.1]hex-2-yl]pyrimidin-4-amine C1(CC1)C1=CC(=NN1)NC1=NC(=NC=C1)N1C2CC(C1)(C2)CNC